ClC1=CC(=NC(=C1O)Cl)C(=O)NC1=C(N=CS1)C(=O)NCC1=CC(=CC=C1)F 5-(4,6-dichloro-5-hydroxypicolinamido)-N-(3-fluorobenzyl)thiazole-4-carboxamide